C(=O)C=1C=CC(=C(C(=O)N(C)OC)C1)O 5-formyl-2-hydroxy-N-methoxy-N-methylbenzamide